2-amino-4-(3,4-dichlorophenyl)-4H-pyrano[3,2-b]benzofuran-3-carbonitrile NC1=C(C(C=2OC3=C(C2O1)C=CC=C3)C3=CC(=C(C=C3)Cl)Cl)C#N